3-(4-aminobutyl)-2-butyl-4-isopropoxy-imidazo[4,5-d]pyridazin-7-amine dihydrochloride Cl.Cl.NCCCCN1C(=NC2=C(N=NC(=C21)OC(C)C)N)CCCC